1,6-diglycidyl-oxynaphthalene C(C1CO1)OC1=CC=CC2=CC(=CC=C12)OCC1CO1